C(C1=CC=CC=C1)OC1=C(C(=CC=C1)C)C=1C=CC(=[N+](C1)[O-])C(N[C@H]1CS(C=C1)(=O)=O)=O (R)-5-(2-(benzyloxy)-6-methylphenyl)-2-((1,1-dioxido-2,3-dihydrothiophen-3-yl)carbamoyl)pyridine 1-oxide